2-bromo-N-(5-nitropyridin-2-yl)thiazole-4-carboxamide BrC=1SC=C(N1)C(=O)NC1=NC=C(C=C1)[N+](=O)[O-]